6-((3-((S)-3-(4-chlorophenyl)isoxazolidine-2-carbonyl)cyclobutyl)amino)pyrimidine-4-carbonitrile ClC1=CC=C(C=C1)[C@H]1N(OCC1)C(=O)C1CC(C1)NC1=CC(=NC=N1)C#N